1-(2-nitrophenyl)-1H-tetrazole [N+](=O)([O-])C1=C(C=CC=C1)N1N=NN=C1